FC=1C=C(C=C(C1)OC(F)(F)F)C(C)N1C[C@@H](N(C[C@H]1C)C1=CC(N(C=2C=CC(=NC12)C#N)C)=O)C 8-((2S,5R)-4-(1-(3-fluoro-5-(trifluoromethoxy)phenyl)ethyl)-2,5-dimethylpiperazin-1-yl)-5-methyl-6-oxo-5,6-dihydro-1,5-naphthyridine-2-carbonitrile